methyl 1-fluoromethanedisulfonate FC(S(=O)(=O)OC)S(=O)(=O)[O-]